N-(6-isothiazol-3-yl-2-methoxy-3-pyridinyl)-5-methyl-3-phenyl-isoxazole-4-carboxamide S1N=C(C=C1)C1=CC=C(C(=N1)OC)NC(=O)C=1C(=NOC1C)C1=CC=CC=C1